(S)-4-Methyl-1,3-dioxolan-2-on C[C@@H]1OC(OC1)=O